ClC1=C(C=CC=C1C1=NC=CC(=C1Cl)C1=NC(=C(C=C1)CNCC1NC(CC1)=O)OC)NC(C1=NC=C(C(=C1)CNCCO)OC)=O N-(2-chloro-3-(3'-chloro-6-methoxy-5-((((5-oxopyrrolidin-2-yl)methyl)amino)methyl)-[2,4'-bipyridin]-2'-yl)phenyl)-4-(((2-hydroxyethyl)amino)methyl)-5-methoxypicolinamide